FC=1C(=C(C=CC1)NC=1C(=NN2C1C(NC[C@@H]2C)=O)C2=C1C(=NC=C2)C=NS1)OC (7S)-3-[(3-fluoro-2-methoxyphenyl)amino]-7-methyl-2-{[1,2]thiazolo[4,5-b]pyridin-7-yl}-5H,6H,7H-pyrazolo[1,5-a]pyrazin-4-one